4-Bromo-2-(2,6-dioxopiperidin-3-yl)-6-(((1-(4-((1R,2S)-6-hydroxy-2-phenyl-1,2,3,4-tetrahydronaphthalen-1-yl)phenyl)piperidin-4-yl)(methyl)amino)methyl)isoindoline-1,3-dione BrC1=C2C(N(C(C2=CC(=C1)CN(C)C1CCN(CC1)C1=CC=C(C=C1)[C@H]1[C@H](CCC2=CC(=CC=C12)O)C1=CC=CC=C1)=O)C1C(NC(CC1)=O)=O)=O